C(=O)C1=CC=C(C=C1)C1=CC=2C(=NC=CC2C2=CC(=C(C=C2)CNC(OC(C)(C)C)=O)C)S1 tert-butyl N-[[4-[2-(4-formylphenyl)thieno[2,3-b]pyridin-4-yl]-2-methyl-phenyl]methyl]carbamate